2-chloro-1-(2-ethoxyethyl)-5-(trifluoromethoxy)-1H-indole-3-carbaldehyde ClC=1N(C2=CC=C(C=C2C1C=O)OC(F)(F)F)CCOCC